C(C)(C)(C)OC(=O)N1[C@@H](C[C@H](C1)F)[C@H](C)OC1=CC(=NC(=N1)C(NO)=N)O[C@@H]1C[C@H](N(CC1)C(=O)OCC1=CC=CC=C1)CC#N benzyl (2R,4S)-4-({6-[(1S)-1-[(2S,4R)-1-[(tert-butoxy)carbonyl]-4-fluoropyrrolidin-2-yl]ethoxy]-2-(N-hydroxy-carbamimidoyl)pyrimidin-4-yl}oxy)-2-(cyanomethyl)piperidine-1-carboxylate